2-(3-(1-(2,6-dioxopiperidin-3-yl)-3-methyl-2-oxo-2,3-dihydro-1H-benzo[d]imidazol-5-yl)-1H-pyrazol-1-yl)acetic acid O=C1NC(CCC1N1C(N(C2=C1C=CC(=C2)C2=NN(C=C2)CC(=O)O)C)=O)=O